N-(3-(3,3-difluoro-2-methylallyl)-1,2,4-thiadiazol-5-yl)-2-methyl-5-(3-(trifluoromethoxy)phenyl)thiophene-3-carboxamide FC(=C(CC1=NSC(=N1)NC(=O)C1=C(SC(=C1)C1=CC(=CC=C1)OC(F)(F)F)C)C)F